copper germinal [Ge]1(=CC=CC=C1)C=O.[Cu]